1-[(1-Cyclopropyl-1H-pyrazol-4-yl)[(3R)-1-methylpiperidin-3-yl]sulfamoyl]-3-(2-cyclopropyl-5-methylthiophen-3-yl)urea C1(CC1)N1N=CC(=C1)N(S(=O)(=O)NC(=O)NC1=C(SC(=C1)C)C1CC1)[C@H]1CN(CCC1)C